O1CNC2C1=CC=CC2 tetrahydro-1,3-benzoxazol